FC(C1=C(C=NN1C1=C(C(=C(C=C1)F)F)F)C(=O)N)(F)F 5-(trifluoromethyl)-1-(2,3,4-trifluorophenyl)-1H-pyrazole-4-carboxamide